C(C=C)(=O)N1[C@H](CN(C[C@H]1C)C1=NC(N2C3=C(C=C(C=C13)C(F)(F)F)S(C[C@H](C2)OC)C2=CC=C(C=C2)F)=O)C (R)-8-((3S,5R)-4-acryloyl-3,5-dimethylpiperazin-1-yl)-l-1-(4-fluorophenyl)-3-methoxy-10-(trifluoromethyl)-3,4-dihydro-2H,6H-[1,4]thiazepino[2,3,4-ij]quinazolin-6-one